N-(3-(2-(7,8-Dimethyl-[1,2,4]triazolo[1,5-a]pyridin-6-yl)-3-isopropyl-1H-indol-5-yl)cyclobutyl)-2-(dimethylamino)-N-methylacetamid CC1=C(C=2N(C=C1C=1NC3=CC=C(C=C3C1C(C)C)C1CC(C1)N(C(CN(C)C)=O)C)N=CN2)C